N-(3,5-bis(trifluoromethyl)phenyl)-5,6-difluoro-1-methyl-1H-benzo[d]imidazol-2-amine FC(C=1C=C(C=C(C1)C(F)(F)F)NC1=NC2=C(N1C)C=C(C(=C2)F)F)(F)F